1-((1S)-1-(4-(3-azabicyclo[3.1.0]hexan-3-yl)phenyl)ethyl)-4-(Propan-1-yn-1-yl)-1H-indazole-7-carboxamide C12CN(CC2C1)C1=CC=C(C=C1)[C@H](C)N1N=CC2=C(C=CC(=C12)C(=O)N)C#CC